C(C)(C)(C)OC(=O)N1CCC(CC1)OCC(=O)O 2-[(1-tert-butoxycarbonyl-4-piperidyl)oxy]acetic acid